(R*)-N-(2-Bromo-3-fluoropyridin-4-yl)-8-((2,2-difluoroethoxy)methyl)-11,11-difluoro-8-hydroxy-3,4,8,9,10,11-hexahydro-1H-pyrido[4',3':3,4]pyrazolo[1,5-a]azepine-2(7H)-carboxamide BrC1=NC=CC(=C1F)NC(=O)N1CC=2C(=NN3C2C(CC[C@](C3)(O)COCC(F)F)(F)F)CC1 |o1:21|